6-fluoro-3-(6-methoxy-2-methylpyridin-3-yl)-2,3-dihydroquinazolin-4(1H)-one FC=1C=C2C(N(CNC2=CC1)C=1C(=NC(=CC1)OC)C)=O